Ethyl (2Z,6E,10E)-2-ethoxy-3,7,11,15-tetramethylhexadeca-2,6,10,14-tetraenoate C(C)O\C(\C(=O)OCC)=C(/CC\C=C(\CC\C=C(\CCC=C(C)C)/C)/C)\C